C1N(CCC2=CC=CC=C12)C[C@H](CNC(=O)N1C[C@@H](CCC1)N1C(N(CCC1)C)=O)O (R)-N-((S)-3-(3,4-dihydroisoquinolin-2(1H)-yl)-2-hydroxypropyl)-3-(3-methyl-2-oxotetrahydropyrimidin-1(2H)-yl)piperidine-1-carboxamide